Tri(3-methyl-1-hexyl)citrat CC(CCC(C(C(C(=O)[O-])(CCC(CCC)C)CCC(CCC)C)(O)C(=O)[O-])C(=O)[O-])CCC